4-(ISOBUTYLSULFONYL)PHENYLBORONIC ACID C(C(C)C)S(=O)(=O)C1=CC=C(C=C1)B(O)O